C(C1=CC=CC=C1)OC(=O)NCCN1CC2(CN(C2)C(=O)OC(C)(C)C)CC1 tert-butyl 6-(2-{[(benzyloxy)carbonyl]amino}ethyl)-2,6-diazaspiro[3.4]octane-2-carboxylate